C1(CC1)CC=1N(C(=C(C1C(=O)NC1=CC(=C(C=C1)F)C)C)C(C(=O)NC1(CC(C1)O)C)=O)C 2-(cyclopropylmethyl)-N-(4-fluoro-3-methylphenyl)-5-(2-(((1s,3s)-3-hydroxy-1-methylcyclobutyl)amino)-2-oxoacetyl)-1,4-dimethyl-1H-pyrrole-3-carboxamide